FC1=CC(=C(C=C1[N+](=O)[O-])NC1=NC=CC(=N1)N1C=C(C2=CC=CC=C12)C)OC N-(4-fluoro-2-methoxy-5-nitrophenyl)-4-(3-methyl-1H-indol-1-yl)pyrimidin-2-amine